C(C)(CCCCCCCCCC)SC(C)CCCCCCCCCC secondary dodecyl sulfide